1-(3-(7-(1-(difluoromethyl)-1H-pyrazol-4-yl)-3-(4-(trifluoromethyl)phenyl)-1H-pyrazolo[4,3-b]pyridin-1-yl)azetidin-1-yl)-2-fluoroprop-2-en-1-one FC(N1N=CC(=C1)C1=C2C(=NC=C1)C(=NN2C2CN(C2)C(C(=C)F)=O)C2=CC=C(C=C2)C(F)(F)F)F